6-(Tert-butyl) 2-methyl 7-(4-((tert-butyldimethylsilyl)oxy)but-1-en-1-yl)-7,8-dihydro-1,6-naphthyridine-2,6(5H)-dicarboxylate [Si](C)(C)(C(C)(C)C)OCCC=CC1N(CC=2C=CC(=NC2C1)C(=O)OC)C(=O)OC(C)(C)C